4-chloro-2-(4,4,4-trifluorobutyl)-1H-imidazole ClC=1N=C(NC1)CCCC(F)(F)F